1'-(3-((4-butoxyphenyl)sulfonyl)-6-(methylsulfinyl)quinolin-4-yl)-[1,4'-bipiperidin]-4-ol C(CCC)OC1=CC=C(C=C1)S(=O)(=O)C=1C=NC2=CC=C(C=C2C1N1CCC(CC1)N1CCC(CC1)O)S(=O)C